C(C)(C)(C)N(C(O)=O)C1=C(C=CC(=C1)N1CCC(CC1)N(C1COC1)C)N.NC1=C(C(=O)NCC2=CC=C(C=C2)Cl)C=CC=C1 2-amino-N-(4-chlorobenzyl)benzamide tert-butyl(2-amino-5-(4-(methyl(oxetan-3-yl)amino)piperidin-1-yl)phenyl)carbamate